C(C)C1=CC=C2C=CC=C(C2=C1)O 7-ethyl-1-naphthol